phenyl-methyl isothiocyanate C1(=CC=CC=C1)CN=C=S